C(C1=CC=CC=C1)N1C=NC2=C1CN([C@@H](C2)C(=O)OCC2=CC=CC=C2)C(=O)OC(C)(C)C 6-benzyl 5-(tert-butyl) (S)-3-benzyl-3,4,6,7-tetrahydro-5H-imidazo[4,5-c]pyridine-5,6-dicarboxylate